FC1=C(C(=O)N(CC(C)(C)C)C2=CC=C(C=C2)O)C=CC(=C1)OC 2-fluoro-N-(4-hydroxyphenyl)-4-methoxy-N-neopentylbenzamide